(E)-5-(3-(5-chloro-6-methylpyridin-3-yl)acryloyl)-4-methylthiophene ClC=1C=C(C=NC1C)/C=C/C(=O)C1=C(C=CS1)C